OCCCCCCCN1CC2(CCN(C2)S(=O)(=O)N2CCC(CC2)NC=2N=CC3=C(N2)N(C(C32CC2)=O)C2C(CCC2)C)CC1 2'-({1-[7-(7-Hydroxyheptyl)-2,7-diazaspiro[4.4]nonan-2-ylsulfonyl]piperidin-4-yl}amino)-7'-(2-methylcyclopentyl)spiro[cyclopropane-1,5'-pyrrolo[2,3-d]pyrimidin]-6'-one